FC(C1=C(C=NN1)C(=O)[O-])(F)F 5-(trifluoromethyl)-1H-pyrazole-4-carboxylate